2-Amino-4-[3-[(1-cyanocyclopropyl)methoxy]-1-(3,8-diazabicyclo[3.2.1]octan-8-yl)-5-fluoro-7,9-dihydrofuro[3,4-f]quinazolin-6-yl]-7-fluoro-thieno[3,2-c]pyridine-3-carbonitrile NC1=C(C=2C(=NC=C(C2S1)F)C=1C2=C(C=3C(=NC(=NC3C1F)OCC1(CC1)C#N)N1C3CNCC1CC3)COC2)C#N